BrC=1C(=C(OCCC(=O)O)C=CC1)F 3-(3-bromo-2-fluorophenoxy)propanoic acid